C(C)(C)(C)C1=CC=C(C=C1)N(C(=O)[C@@H]1N(CCOC1)C(=O)OC(C)(C)C)C(C(=O)NC1CCC(CC1)(F)F)C=1C=NC=CC1 tert-butyl (3R)-3-[(4-tert-butylphenyl)-[2-[(4,4-difluorocyclohexyl)amino]-2-oxo-1-(3-pyridyl)ethyl]carbamoyl]morpholine-4-carboxylate